2-(4-cyclopropyl-6-methoxy-pyrimidin-5-yl)-4-[(4-methoxyphenyl)methoxy]pyrido[2,3-d]pyrimidine C1(CC1)C1=NC=NC(=C1C=1N=C(C2=C(N1)N=CC=C2)OCC2=CC=C(C=C2)OC)OC